4-[2-[3-(2-aminoethoxy)-propoxy]-ethylamino]-2-(2,6-dioxo-3-piperidyl)-isoindoline-1,3-dione NCCOCCCOCCNC1=C2C(N(C(C2=CC=C1)=O)C1C(NC(CC1)=O)=O)=O